[1-[2-(4,4-difluorocyclohexyl)-6-methyl-4-oxo-chromen-8-yl]ethylamino]benzoic acid FC1(CCC(CC1)C=1OC2=C(C=C(C=C2C(C1)=O)C)C(C)NC1=C(C(=O)O)C=CC=C1)F